6-(6-(1-(4-chloro-3-fluorophenyl)-3,3-dimethyl-2,3-dihydro-1H-pyrrolo[3,2-b]pyridine-5-carbonyl)-2,6-diazaspiro[3.3]hept-2-yl)nicotinic acid ethyl ester C(C)OC(C1=CN=C(C=C1)N1CC2(C1)CN(C2)C(=O)C2=CC=C1C(=N2)C(CN1C1=CC(=C(C=C1)Cl)F)(C)C)=O